2-(2,4-Diamino-phenoxy)-ethanol NC1=C(OCCO)C=CC(=C1)N